C(C)(C)C1=NC=C(C=N1)C(=O)NC=1C(=NC=CC1C1=CC=CC=C1)[C@@H]1OCCC1 |r| (+-)-2-isopropyl-N-(4-phenyl-2-(tetrahydrofuran-2-yl)pyridin-3-yl)pyrimidine-5-carboxamide